ethyl-imidazolone C(C)C1=NC(N=C1)=O